FC(C(=O)O)(F)F.N[C@H]1CN(CCC1)C(=O)C1=CC2=C(N(C(=N2)C2=CC3=C(NN=C3)N2CC2CC2)C)C(=C1)OC (R)-(3-aminopiperidin-1-yl)(2-(6-(cyclopropylmethyl)-1,6-dihydropyrrolo[2,3-c]pyrazol-5-yl)-7-methoxy-1-methyl-1H-benzo[d]imidazol-5-yl)methanone trifluoroacetate